ClC(OC1=CC=C(C=C1)NC(=O)C1=CC2=C(N(C=N2)C(C)C)C(=C1)C1=NNC=C1C#N)(F)F N-(4-(chlorodifluoromethoxy)phenyl)-7-(4-cyano-1H-pyrazol-3-yl)-1-isopropyl-1H-benzo[d]Imidazole-5-carboxamide